(cis)-4-((2-(3-(Trifluoromethyl)cyclobutyl)-1H-imidazol-4-yl)methyl)pyridine FC([C@H]1C[C@H](C1)C=1NC=C(N1)CC1=CC=NC=C1)(F)F